C(CCCCCCCCCCCCCCCCCCCCC)OC(\C=C/C(=O)O)=O maleic acid monobehenyl ester